C(C)(C)(C)OC(=O)N1[C@H](CN[C@@H](C1)CO)C.C(C)(C)(C)[Si](C)(C)O[C@@H]1C[C@@H](C1)OCC1=C(C(=C(C=C1)C)F)F tert-butyl-((cis-3-((2,3-difluoro-4-methylbenzyl)oxy)cyclobutyl)oxy)dimethylsilane tert-butyl-(2S,5S)-5-(hydroxymethyl)-2-methylpiperazine-1-carboxylate